ClC1=NC2=CC(=C(C=C2C(=N1)NCC=1OC=CC1)OCC)OC 2-chloro-6-ethoxy-N-(furan-2-ylmethyl)-7-methoxyquinazolin-4-amine